NC1(CC1)COC1=CC=C2C(=CC=NC2=C1)OC1=C(C=C(C=C1F)NC(=O)C=1C=NC=CC1OC1CC1)F N-(4-((7-((1-aminocyclopropyl)methoxy)quinolin-4-yl)oxy)-3,5-difluorophenyl)-4-cyclopropoxypyridine-3-carboxamide